NCCNC(C1=CC(=CC=C1)S(NC(CC1=CC(=CC=C1)C(N)=N)C=1SC=CN1)(=O)=O)=O N-(2-aminoethyl)-3-[[2-(3-carbamimidoylphenyl)-1-thiazol-2-yl-ethyl]sulfamoyl]benzamide